ClC=1C(=NC=CC1C1=C(C(=CC=C1)NC1=NC=CC(=C1F)CCCNCCO)Cl)C1=CC(=C(CNC[C@H]2CCC(N2)=O)C=C1)OC (R)-5-(((4-(3-chloro-4-(2-chloro-3-((3-fluoro-4-(3-((2-hydroxyethyl)amino)propyl)pyridin-2-yl)amino)phenyl)pyridin-2-yl)-2-methoxybenzyl)amino)methyl)pyrrolidin-2-one